C1(CC2C(CC1)O2)CC[Si](OCCC)(OCCC)C (3,4-epoxycyclohexyl)ethyl-methyldipropoxysilane